2-(2,5-Dimethoxy-4-ethylphenyl)ethanamine COC1=C(C=C(C(=C1)CC)OC)CCN